C(C)OC(=O)C=1C(=NC(=NC1)NC1CCC(CC1)OC)SC 2-((1r,4r)-4-methoxycyclohexylamino)-4-(methylthio)pyrimidine-5-carboxylic acid ethyl ester